N-(5-(3'-Methyl-2'-oxo-2',3'-dihydro-spiro[cyclopropane-1,1'-pyrrolo[2,3-c]quinolin]-8'-yl)-2-(4-methylpiperazin-1-yl)pyridin-3-yl)benzenesulfonamide CN1C(C2(C3=C1C=NC=1C=CC(=CC31)C=3C=C(C(=NC3)N3CCN(CC3)C)NS(=O)(=O)C3=CC=CC=C3)CC2)=O